(2-(3,8-diazabicyclo[3.2.1]octan-8-yl)-6,7-dihydrothiazolo[5,4-c]pyridin-5(4H)-yl)(cyclopentyl)methanone C12CNCC(CC1)N2C=2SC=1CN(CCC1N2)C(=O)C2CCCC2